2,N-dimethylethylenediamine CC(CNC)N